tert-butyl-diphenyl-[[1-[(3S)-1-[3-pyrimidin-5-yl-1-(2-trimethylsilylethoxymethyl)pyrrolo[2,3-b]pyridin-4-yl]-3-piperidyl]-4-piperidyl]oxy]silane C(C)(C)(C)[Si](OC1CCN(CC1)[C@@H]1CN(CCC1)C1=C2C(=NC=C1)N(C=C2C=2C=NC=NC2)COCC[Si](C)(C)C)(C2=CC=CC=C2)C2=CC=CC=C2